COC1=C(C=CC=C1OC)COC1=C(C=C(C=C1)C1C=2C(NC(C1)=O)=NNC2)OC 4-{4-[(2,3-Dimethoxyphenyl)methoxy]-3-methoxyphenyl}-2H,4H,5H,6H,7H-pyrazolo[3,4-b]pyridin-6-one